C(C)(=O)NC[C@H]1CN(C(O1)=O)C1=CC(=C(C=C1)C1=CC(=C(C=C1)C=NNC(=O)N)C)F (S)-2-({4'-[5-(acetylaminomethyl)-2-oxo-1,3-oxazolidin-3-yl]-2'-fluoro-3-methyl-1,1'-biphenyl-4-yl}methylene)hydrazine-1-carboxamide